C(C)(C)(C)OC(=O)N\C(\C(=O)OC(C)(C)C)=C/CC1CCCC1 (Z)-tert-Butyl 2-(tert-butoxycarbonylamino)-4-cyclopentylbut-2-enoate